ClC=1C(=NC=CC1)C=1C=C(C=C(C1)N1N=C(C2=CC=CC=C12)C1=CC=C(C=C1)C(F)(F)F)C(C(=O)N)=C (3-(3-chloropyridin-2-yl)-5-(3-(4-(trifluoromethyl)phenyl)-1H-indazol-1-yl)phenyl)acrylamide